C(C)(C)(C)OC(=O)N1CCC2(CCN(C2)C(=O)Cl)CC1 2-(Chlorocarbonyl)-2,8-diazaspiro[4.5]decane-8-carboxylic acid tert-butyl ester